[Na+].BrC=1C=CC(=C(C(=O)[O-])C1)C(CCCC)O 5-bromo-2-(alpha-hydroxypentyl)benzoic acid sodium salt